3-(3-isopropyl-2-(8-methoxy-[1,2,4]triazolo[1,5-a]pyridin-6-yl)-1H-pyrrolo[3,2-b]pyridin-5-yl)cyclopentan-1-one C(C)(C)C1=C(NC=2C1=NC(=CC2)C2CC(CC2)=O)C=2C=C(C=1N(C2)N=CN1)OC